[Ni].[Ag].[Mg] magnesium-silver-nickel